tert-butyl (3R)-3-{5-methoxy-3-[2-(methoxymethoxy)-6-methyl-4-(trifluoromethyl)phenyl]-7H-pyrrolo[2,3-c]pyridazin-7-yl}piperidine-1-carboxylate COC1=CN(C=2N=NC(=CC21)C2=C(C=C(C=C2C)C(F)(F)F)OCOC)[C@H]2CN(CCC2)C(=O)OC(C)(C)C